BrC1=C(C=CC(=C1)O)O 2-bromobenzene-1,4-diol